C1(CC1)C1=NNC(=C1)C(=O)N1CCC2(C(C2)CNC(=O)N2CC=3C=NC=CC3C2)CC1 N-[[6-(3-cyclopropyl-1H-pyrazole-5-carbonyl)-6-azaspiro[2.5]octan-2-yl]methyl]-1,3-dihydropyrrolo[3,4-c]pyridine-2-carboxamide